BrC=1C=C(C(=NC1)NC(=O)C(C(C1CC1)C1CC1)NC(=O)C=1N(N=CC1)CC)F N-[1-[(5-bromo-3-fluoro-2-pyridyl)carbamoyl]-2,2-dicyclopropyl-ethyl]-2-ethyl-pyrazole-3-carboxamide